C(=O)(O)CCN1C(C=2C=CC=C(CNCCNCC1)N2)(CCC(=O)O)CCC(=O)O Tris(2-carboxyethyl)-3,6,9,15-tetraazabicyclo[9.3.1]pentadeca-1(15),11,13-trien